FC(OC1=CC2=C(OC3=C(C(N2)=O)C=CC=C3)C=C1)(F)F 8-(trifluoromethoxy)dibenzo(b,f)(1,4)oxazepin-11(10H)-one